Cl.C(C)(C)(C)OC(=O)N1C[C@H](N([C@H](C1)C)C(N[C@H](C(=O)OC)CCCCCCCC1=NC=2NCCCC2C=C1)=O)C (3R,5S)-4-(((S)-1-methoxy-1-oxo-9-(5,6,7,8-tetrahydro-1,8-naphthyridin-2-yl)nonan-2-yl)carbamoyl)-3,5-dimethylpiperazine-1-carboxylic acid tert-butyl ester hydrochloride